Bismuth-samarium [Sm].[Bi]